(3-amino-6-(1-methylcyclopropyl)-1H-pyrazolo[3,4-b]pyridin-1-yl)(o-tolyl)methanone NC1=NN(C2=NC(=CC=C21)C2(CC2)C)C(=O)C2=C(C=CC=C2)C